C(C=C)(=O)OC[Si](OCCC)(OCCC)OCCC acryloxymethyltripropoxysilane